BrC(=C)CF (Z)-2-bromo-3-fluoropropene